6-Bromo-3-[(1R)-1-[3,6-dimethyl-2-(2-methylindazol-5-yl)-4-oxo-chromen-8-yl]ethoxy]pyridine-2-carbonitrile BrC1=CC=C(C(=N1)C#N)O[C@H](C)C=1C=C(C=C2C(C(=C(OC12)C1=CC2=CN(N=C2C=C1)C)C)=O)C